NC1=C(C(=NN1C(C(F)(F)[2H])C)C1=CC=C(C=C1)C(C(=O)OC)C)C#N Methyl 2-[4-[5-amino-4-cyano-1-(2-deuterio-2,2-difluoro-1-methyl-ethyl)pyrazol-3-yl]phenyl]propanoate